N-t-butoxycarbonyl-3-hydroxypiperidone C(C)(C)(C)OC(=O)N1C(C(CCC1)O)=O